[Si](C)(C)(C(C)(C)C)OCC[C@H](C)N1N=C(C=2C=NC(=CC21)Cl)C#CC (S)-1-(4-((tert-butyldimethylsilyl)oxy)but-2-yl)-6-chloro-3-(prop-1-yn-1-yl)-1H-Pyrazolo[4,3-c]pyridine